O=C[C@H](O)[C@@](O)([C@H](O)[C@H](O)CO)[3H] [3-3H]-Glucose